5-[1-(Hexahydro-furo[2,3-c]pyrrol-5-yl)-8,8-dimethyl-5,6-dihydro-8H-7-oxa-2,4,4b,9-tetraaza-fluoren-3-yl]-pyrimidin-2-ylamine O1CCC2C1CN(C2)C2=NC(=NC=1N3CCOC(C3=NC21)(C)C)C=2C=NC(=NC2)N